CC=1N2C(COC3=CC=CC(C1C(=O)C1=CC=CC4=CC=CC=C14)=C23)CN2CCOCC2 2-methyl-11-[(morpholin-4-yl)methyl]-3-(naphthalene-1-carbonyl)-9-oxa-1-azatricyclo[6.3.1.04,12]dodeca-2,4(12),5,7-tetraene